BrC=1C(=C(C=C(C1)Cl)C1NCCNC1C)F 2-(3-bromo-5-chloro-2-fluorophenyl)-3-methylpiperazine